hexachlorodecane C(CCCCC(Cl)(Cl)Cl)CCCC(Cl)(Cl)Cl